CC=1C=C(C=C(C1)C)OC 3,5-Dimethylanisol